methyl-acrylic acid phenyl ester C1(=CC=CC=C1)OC(C(=C)C)=O